COC1=CC=C(C=C1)C(=CC1=NC2=C(N1C)C=CC=C2)OC(C2=CC=C(C=C2)OC)=O 1-(4-Methoxyphenyl)-2-(1-methyl-1H-benzo[d]imidazol-2-yl)vinyl-4-methoxybenzoat